3-{(3R,4R)-4-methyl-3-[methyl-(7H-pyrrolo[2,3-d]pyrimidin-4-yl)amino]piperidin-1-yl}-3-oxopropanenitrile citrate C(CC(O)(C(=O)O)CC(=O)O)(=O)O.C[C@H]1[C@H](CN(CC1)C(CC#N)=O)N(C=1C2=C(N=CN1)NC=C2)C